OCCN1N=C2C=C(C(=CC2=C1)NC(=O)C=1C=NN2C1N=CC=C2)OC N-[2-(2-hydroxyethyl)-6-methoxy-indazol-5-yl]pyrazolo[1,5-a]pyrimidine-3-carboxamide